CC=1NC(=CC1C(=O)OCC)S(NC12CC(C1)(C2)C2=CC=CC=C2)(=O)=O Ethyl 2-methyl-5-(N-(3-phenylbicyclo[1.1.1]pentan-1-yl)sulfamoyl)-1H-pyrrole-3-carboxylate